C(C)(=O)C=1C(=C(C=C(C1)C)NC(=O)NC=1C=C2C(N(C=NC2=CC1)CCOC)=O)O 1-(3-acetyl-2-hydroxy-5-methylphenyl)-3-(3-(2-methoxyethyl)-4-oxo-3,4-dihydroquinazolin-6-yl)urea